CN1C=C(C2=CC=CC=C12)[C@H](CNS(=O)(=O)C1=CC=C2C=CNC2=C1)N1C[C@@H](CC1)C1=CC=CC=C1 N-((R)-2-(1-methyl-1H-indol-3-yl)-2-((S)-3-phenylpyrrolidin-1-yl)ethyl)-1H-indole-6-sulfonamide